(trans)-3-[[2-[(1-hydroxy-3,3-dimethyl-2,1-benzoxaborol-5-yl)amino]-5-methyl-pyrimidin-4-yl]amino]tetrahydropyran-4-carbonitrile OB1OC(C2=C1C=CC(=C2)NC2=NC=C(C(=N2)N[C@@H]2COCC[C@H]2C#N)C)(C)C